BrC1=NC(=CC(=C1)OC)C(C)(C)F 2-bromo-6-(2-fluoroprop-2-yl)-4-methoxypyridine